NC1=CC(=C(C=N1)N1C[C@@H](N(CC1)C(=O)C1=NC=C(C(=C1)OC)C1=CC=C(C=C1)C(F)(F)F)[C@H](C)O)OC [(R)-4-(6-Amino-4-methoxy-pyridin-3-yl)-2-((S)-1-hydroxy-ethyl)-piperazin-1-yl]-[4-methoxy-5-(4-trifluoromethyl-phenyl)-pyridin-2-yl]-methanone